C1(=CC=CC=C1)NC(CC(CC=1SC=CC1)C1=CC=CC=C1)=O N,3-diphenyl-4-(2-thienyl)butyramide